1-{[6-bromo-5-(trifluoromethyl)(2-pyridyl)]methylamino}-3,4-dimethylazoline-2,5-dione BrC1=C(C=CC(=N1)CNN1C(C(=C(C1=O)C)C)=O)C(F)(F)F